1-amino-3,3-dimethylcyclohexanecarbonitrile NC1(CC(CCC1)(C)C)C#N